3-(4-fluoro-3-(trifluoromethyl)phenyl)propanoic acid tert-butyl ester C(C)(C)(C)OC(CCC1=CC(=C(C=C1)F)C(F)(F)F)=O